N-[[1-[4-(pentafluoro-lambda6-sulfanyl)phenyl]pyrazolo[3,4-b]pyridin-3-yl]methyl]prop-2-enamide FS(C1=CC=C(C=C1)N1N=C(C=2C1=NC=CC2)CNC(C=C)=O)(F)(F)(F)F